methyl-2-fluoro-4-hydroxyphenylacetate COC(CC1=C(C=C(C=C1)O)F)=O